(2-fluoro-6-(trifluoromethyl)benzyl)-2-methyl-5-(thiazol-5-yl)-1H-indole-7-carboxamide FC1=C(CN2C(=CC3=CC(=CC(=C23)C(=O)N)C2=CN=CS2)C)C(=CC=C1)C(F)(F)F